N1=C(C=CC=C1)[C@@]1(CCOC2(CC=CC2)C1)CCN ({2-[(9R)-9-(pyridin-2-yl)-6-oxaspiro[4.5]dec-2-en-9-yl]ethyl})amine